(1,3-Bis(2,4,6-trimethylphenyl)-2-imidazolidinylidene)dichloro(phenylmethylene)-(tricyclohexylphosphine) ruthenium [Ru].CC1=C(C(=CC(=C1)C)C)N1C(N(CC1)C1=C(C=C(C=C1C)C)C)=C1C(C(C(CC1)(P(C1CCCCC1)C1CCCCC1)Cl)=CC1=CC=CC=C1)Cl